N1(CCCCC1)C(=O)OO[Si](C)(C)C(C)(C)C (tert-butyldimethylsilyloxy) piperidine-1-carboxylate